N1=NC=C2N1C=NC=C2 Triazolo[1,5-c]Pyrimidin